(-)-2'-(1H,3H-spiro[2-benzofuran-1,4'-piperidin]-1'-yl)-2,3-dihydro-4'H-spiro[indene-1,5'-[1,3]oxazol]-4'-one N1(CCC2(CC1)OCC1=C2C=CC=C1)C=1OC2(C(N1)=O)CCC1=CC=CC=C12